tert-butyl 3-(4-fluoro-1-oxo-1,2-dihydroisoquinolin-3-yl)pyrrolidine-1-carboxylate FC1=C(NC(C2=CC=CC=C12)=O)C1CN(CC1)C(=O)OC(C)(C)C